C1(=CC=CC=C1)CCS(=O)CCC1=CC=CC=C1 (2-phenylethyl) sulfoxide